FC1=CC=C(C=C1)C1=C(NC2=C(C=CC=C12)C)C(=O)NNC1=CC=C(C=C1)S(=O)(=O)C 3-(4-fluorophenyl)-7-methyl-N'-(4-(methylsulfonyl)phenyl)-1H-indole-2-carbohydrazide